C(C)(C)(C)N1CC=C(C=C1)NC(=O)C1CCC2=CC=CC=C12 N-tert.-Butyl-4-(indan-1-carbonylamino)pyridin